tert-butyl 5-(trifluoromethylsulfonyloxy)-3,4-dihydropyridine-1(2H)-carboxylate FC(S(=O)(=O)OC=1CCCN(C1)C(=O)OC(C)(C)C)(F)F